CC1=C(C=CC=C1)C1=CC=CC=C1 methyl-1,1-biphenyl